1-(heptadecan-9-yl) 19-heptyl 9-aminononadecanedioate NC(CCCCCCCC(=O)OC(CCCCCCCC)CCCCCCCC)CCCCCCCCCC(=O)OCCCCCCC